5-(2-(3-((3R,4S)-3,4-dimethoxypyrrolidin-1-yl)-4,5-difluorophenyl)cyclopropyl)-2,2'-bipyrimidine CO[C@@H]1CN(C[C@@H]1OC)C=1C=C(C=C(C1F)F)C1C(C1)C=1C=NC(=NC1)C1=NC=CC=N1